1-Cyclobutyl-3-(oxetan-3-yl)-1H-pyrazole C1(CCC1)N1N=C(C=C1)C1COC1